N-{[(1r,4r)-4-{6-[1-(difluoromethyl)-1H-pyrazol-4-yl]imidazo[1,2-a]pyridin-2-yl}cyclohexyl]methyl}-2,3,5-trifluoro-4-hydroxy-benzamide, trifluoroacetate salt FC(C(=O)O)(F)F.FC(N1N=CC(=C1)C=1C=CC=2N(C1)C=C(N2)C2CCC(CC2)CNC(C2=C(C(=C(C(=C2)F)O)F)F)=O)F